1,2-dimethyl-3-ethylimidazole bromine salt [Br].CN1C(N(C=C1)CC)C